3-{Ethoxycarbonylmethyl-[6-(9H-fluoren-9-ylmethoxycarbonyl-amino)-hexanoyl]-amino}-propionic acid ethyl ester C(C)OC(CCN(C(CCCCCNC(=O)OCC1C2=CC=CC=C2C=2C=CC=CC12)=O)CC(=O)OCC)=O